[Na+].CC(COC1=CC=C(C=C1)S(=O)(=O)[O-])=C 4-[(2-methyl-2-propenyl)oxy]-benzenesulfonic acid sodium salt